1-methyl-7-(4-(4,4,5,5-tetramethyl-1,3,2-dioxaborolan-2-yl)phenyl)-6,7-dihydro-1h-pyrazolo[3,4-f][1,4]oxazepin-8(5h)-one CN1N=CC2=C1C(N(CCO2)C2=CC=C(C=C2)B2OC(C(O2)(C)C)(C)C)=O